isopropyl (S)-2-((S)-3-(1H-indol-3-yl)-2-(methylsulfonyl) propanamido)-6-diazo-5-oxohexanoate N1C=C(C2=CC=CC=C12)C[C@@H](C(=O)N[C@H](C(=O)OC(C)C)CCC(C=[N+]=[N-])=O)S(=O)(=O)C